1-[5-isopropyl-2-phenyl-2H-pyrazol-3-yl]-3-[4-(2-morpholin-4-yl-ethoxy)naphthalen-1-yl]-urea C(C)(C)C=1C=C(N(N1)C1=CC=CC=C1)NC(=O)NC1=CC=C(C2=CC=CC=C12)OCCN1CCOCC1